FC1=C(OCC2(CC2)C#N)C=CC(=C1)C1=NC(=NC=C1C)NC=1C=NN(C1)C1CCN(CC1)C(=O)C1(CC1)C 1-((2-fluoro-4-(5-methyl-2-((1-(1-(1-methylcyclopropanecarbonyl)piperidin-4-yl)-1H-pyrazol-4-yl)amino)pyrimidin-4-yl)phenoxy)methyl)cyclopropane-carbonitrile